Pyridine-5-yl trifluoromethanesulfonate FC(S(=O)(=O)OC=1C=CC=NC1)(F)F